α-methylbenzene-2,3,4,5,6-d5-methanol CC(O)C1=C(C(=C(C(=C1[2H])[2H])[2H])[2H])[2H]